BrC=1C=CC(=NC1)C=1N=NN(C1CNC(OC(C)(C)C)=O)C tert-Butyl ((4-(5-bromopyridin-2-yl)-1-methyl-1H-1,2,3-triazol-5-yl)methyl)carbamate